3-(6-Chloro-7-fluoro-4-(1-methylpiperidin-4-yl)-1H-indol-2-yl)(4-(5-fluoro-3-methoxypyridin-2-yl)piperazin-1-yl)methanone ClC1=CC(=C2C=C(NC2=C1F)C1CN(CCN1C1=NC=C(C=C1OC)F)C=O)C1CCN(CC1)C